NC1=C(C=CC(=N1)C=1C=C2C=CN(C(C2=CC1F)=O)CCC[C@H](C)NC=1C=NNC(C1C(F)(F)F)=O)OC (S)-6-(6-amino-5-methoxypyridin-2-yl)-7-fluoro-2-(4-((6-oxo-5-(trifluoromethyl)-1,6-dihydropyridazin-4-yl)amino)pentyl)isoquinolin-1(2H)-one